(5S,8S)-N-((R)-1-(2-chloro-4-fluorophenyl)ethyl)-5-fluoro-8-hydroxy-5,6,7,8-tetrahydroquinoline-5-carboxamide ClC1=C(C=CC(=C1)F)[C@@H](C)NC(=O)[C@]1(C=2C=CC=NC2[C@H](CC1)O)F